C(C(=C)C)(=O)OCCCC(C(C)(C)O)(C)O gamma-methacryloxypropyl-trimethylethylene glycol